N4-(5-Cyclopropyl-1H-pyrazol-3-yl)-N2-[3-(dimethylamino)propyl]pyrimidine-2,4-diamine C1(CC1)C1=CC(=NN1)NC1=NC(=NC=C1)NCCCN(C)C